Dimethyl-phenylphosphine CP(C1=CC=CC=C1)C